4-Methylsulfonyl-benzamide CS(=O)(=O)C1=CC=C(C(=O)N)C=C1